Trimethylurethan CC(COC(N)=O)(C)C